C(=O)OC1=C(C=CC(=C1)N1N=CC=N1)C=1N=C2N(C=CC(=N2)N2CCN(CC2)C)C1 2-(7-(4-methylpiperazin-1-yl)imidazo[1,2-a]pyrimidin-2-yl)-5-(2H-1,2,3-triazol-2-yl)phenol formate